(phenylbiphenylyl)(naphthyl)fluoranthene C1(=CC=CC=C1)C=1C(=C(C=CC1)C1=CC=CC=C1)C1=C(C=2C3=CC=CC=C3C3=CC=CC(=C1)C23)C2=CC=CC3=CC=CC=C23